4-[3-methyl-6-([7-methylimidazo[1,2-a]pyridin-6-yl]amino)pyrazolo[3,4-d]pyrimidin-1-yl]benzonitrile CC1=NN(C2=NC(=NC=C21)NC=2C(=CC=1N(C2)C=CN1)C)C1=CC=C(C#N)C=C1